O[C@@H]1CNCC[C@@H]1NC(OC(C)(C)C)=O tert-butyl ((cis)-3-hydroxypiperidin-4-yl)carbamate